C(C)(C)(C)OC(=O)N1CCC(CC1)C=1SC=C(N1)C(=O)NC(C(=O)O)=C 2-(2-(1-(Tert-butoxycarbonyl)piperidin-4-yl)thiazole-4-carboxamido)acrylic acid